N1(CCOCC1)C1=CC=C(C=C1)NC1=NC=CC(=N1)C=1C=C(C=CC1)NC(C=C)=O N-(3-(2-(4-morpholinylphenylamino)pyrimidin-4-yl)phenyl)acrylamide